C1(CC1)C=1N=CN(C1)C=1C(=CC(=C(C1)C=1N=CC2=C(N1)N=C(C=C2)C2=NN=CN2C(C)C)F)C 2-(5-(4-Cyclopropyl-1H-imidazol-1-yl)-2-fluoro-4-methylphenyl)-7-(4-isopropyl-4H-1,2,4-triazol-3-yl)pyrido[2,3-d]pyrimidine